FC1(CCN(CC1)C=1N=C(C=C2C1OC=C2)C2=NN=CO2)F 5-(7-(4,4-difluoropiperidin-1-yl)furo[2,3-c]pyridin-5-yl)-1,3,4-oxadiazole